N1C(=NC2=C1C=CC=C2)[C@H]2N(CCC1=C2N=CN1)C(=O)C=1C=NN2C1C=CC(=C2)F (S)-(4-(1H-benzo[d]imidazol-2-yl)-6,7-dihydro-1H-imidazo[4,5-c]pyridin-5(4H)-yl)(6-fluoropyrazolo[1,5-a]pyridin-3-yl)methanone